OC[C@H](C1=CC(=CC=C1)OC)NC1=NC(=NC=C1C(=O)OCC)NC=1C=C2CCNC(C2=CC1)=O ethyl 4-[[(1S)-2-hydroxy-1-(3-methoxyphenyl)ethyl]amino]-2-[(1-oxo-3,4-dihydro-2H-isoquinolin-6-yl)amino]pyrimidine-5-carboxylate